NC=1N=C(N(C(C1)=O)C)N1CCC(CC1)(C)NC(OC(C)(C)C)=O tert-butyl (1-(4-amino-1-methyl-6-oxo-1,6-dihydropyrimidin-2-yl)-4-methylpiperidin-4-yl)carbamate